1,1'-dimethyl-4,4'-bipyridine bis(trifluoromethanesulfonyl)imide salt [N-](S(=O)(=O)C(F)(F)F)S(=O)(=O)C(F)(F)F.CN1C=CC(C=C1)=C1C=CN(C=C1)C